5-(4-bromophenyl)-N-(2,4-dimethoxybenzyl)-5H-pyrrolo[3,2-d]pyrimidin-4-amine BrC1=CC=C(C=C1)N1C=CC=2N=CN=C(C21)NCC2=C(C=C(C=C2)OC)OC